1-(3-bromo-4-methoxyphenyl)-3-methyl-2-butanone BrC=1C=C(C=CC1OC)CC(C(C)C)=O